(1R,2R)-2-(2,3-dihydrobenzofuran-4-yl)cyclopropanecarboxamide O1CCC2=C1C=CC=C2[C@H]2[C@@H](C2)C(=O)N